CC=1C=C(CN2CC=3C(N(C=4N(C3CC2)C=CN4)CC4=CC=C(C=C4)Cl)=O)C=CC1 7-(3-methylbenzyl)-4-(4-chlorobenzyl)-6,7,8,9-tetrahydroimidazo[1,2-a]pyrido[3,4-e]pyrimidine-5(4H)-one